C1(C2(C=CC3=CC=CC=C13)CC2)=O spiro[cyclopropane-1,2'-naphthalen]-1'-one